ClC=1C=C(C=CC1)NC1=NC=C(C=N1)C1=CC2=C(NC(N2)=O)C=C1 5-(2-((3-Chlorophenyl)amino)pyrimidin-5-yl)-1H-benzo[d]imidazol-2(3H)-one